2-((3-(2,6-Dioxopiperidin-3-yl)-1-methyl-1H-indazol-6-yl)oxy)-N-(1-(oxetan-3-yl)-1H-pyrazol-4-yl)acetamide O=C1NC(CCC1C1=NN(C2=CC(=CC=C12)OCC(=O)NC=1C=NN(C1)C1COC1)C)=O